2-(((2,4-dimethylthiazol-5-yl)methyl)amino)-5-(N-(1-methylcyclopropyl)sulfamoyl)benzamide CC=1SC(=C(N1)C)CNC1=C(C(=O)N)C=C(C=C1)S(NC1(CC1)C)(=O)=O